The molecule is an O-glycosyl-L-serine having the linear heptasaccharide alpha-D-GlcNAc-(1->4)-beta-D-GlcA-(1->4)-alpha-D-GlcNAc-(1->4)-beta-D-GlcA-(1->3)-beta-D-Gal-(1->3)-beta-D-Gal-(1->4)-beta-D-Xyl as the glycosyl component. An intermediate glycan in the synthesis of heparan It has a role as a mouse metabolite. It is an O-glycosyl-L-serine and a non-proteinogenic L-alpha-amino acid. CC(=O)N[C@@H]1[C@H]([C@@H]([C@H](O[C@@H]1O[C@H]2[C@@H]([C@H]([C@@H](O[C@@H]2C(=O)O)O[C@@H]3[C@H](O[C@@H]([C@@H]([C@H]3O)NC(=O)C)O[C@H]4[C@@H]([C@H]([C@@H](O[C@@H]4C(=O)O)O[C@H]5[C@H]([C@H](O[C@H]([C@@H]5O)O[C@H]6[C@H]([C@H](O[C@H]([C@@H]6O)O[C@@H]7CO[C@H]([C@@H]([C@H]7O)O)OC[C@@H](C(=O)O)N)CO)O)CO)O)O)O)CO)O)O)CO)O)O